CC1=CCC(CC1)C(CC1C(CCC1)=O)C (2-(4-Methyl-3-cyclohexen-1-yl)propyl)-cyclopentanone